C(C1=CC=CC=C1)O[C@H]1[C@H](O[C@H]([C@@H]1OCC1=CC=C(C=C1)OC)C([C@@H](O)C=1OC=CC1)O)CC(CO)O 3-((2R,3S,4R,5S)-3-(benzyloxy)-5-((2R)-2-(furan-2-yl)-1,2-dihydroxyethyl)-4-((4-methoxybenzyl)oxy)tetrahydrofuran-2-yl)propane-1,2-diol